(2-(pyrrolidin-1-yl)ethyl)carbamic acid 1-hydroxynon-4-yl ester OCCCC(CCCCC)OC(NCCN1CCCC1)=O